(E)-3-(4-(allyloxy)-3-methoxyphenyl)propenohydrazide C(C=C)OC1=C(C=C(C=C1)/C=C/C(=O)NN)OC